C(CC(O)(C(=O)[O-])CC(=O)[O-])(=O)[O-].[Al+3] Aluminium citrat